5-([1,2,4]triazolo[1,5-a]pyridin-6-yl)-N-(6-fluoropyridin-3-yl)-1-(6-methylpyridin-2-yl)-1H-pyrazole-3-carboxyamide N=1C=NN2C1C=CC(=C2)C2=CC(=NN2C2=NC(=CC=C2)C)CC(=O)NC=2C=NC(=CC2)F